tert-butyl 6-(2-(allyloxymethyl)phenyl)-6-oxohexylcarbamate C(C=C)OCC1=C(C=CC=C1)C(CCCCCNC(OC(C)(C)C)=O)=O